(cis)-3-((6-(2-(ethoxymethoxy)-4-ethynylphenyl)-5-methylpyridazin-3-yl)amino)-1-methylcyclobutane-1-ol C(C)OCOC1=C(C=CC(=C1)C#C)C1=C(C=C(N=N1)NC1CC(C1)(O)C)C